(S)-N-(5-(2-aminoimidazo[1,2-b]pyridazin-6-yl)-2-methoxypyridin-3-yl)-3-phenylisoxazolidine-2-carboxamide NC=1N=C2N(N=C(C=C2)C=2C=C(C(=NC2)OC)NC(=O)N2OCC[C@H]2C2=CC=CC=C2)C1